C(C)(=O)OCC(COCC=C)O 3-acetoxy-1-allyloxy-2-hydroxy-propane